7-Chloro-3-methyl-2-oxo-2,3-dihydro-1,3-benzoxazol ClC1=CC=CC=2N(C(OC21)=O)C